C(C(=C)C)(=O)SC(CSC=1SC(=NN1)SC)CCC 2-methacryloylthio-n-pentylthio-5-methylthio-1,3,4-thiadiazole